N,N-dimethyl-1-(6-nitro-1H-indol-3-yl)methylamine CN(C)CC1=CNC2=CC(=CC=C12)[N+](=O)[O-]